(S)-1-cyano-N-(4-(3-(methoxymethyl)phenyl)thiazol-2-yl)-N-methylpyrrolidine-2-carboxamide C(#N)N1[C@@H](CCC1)C(=O)N(C)C=1SC=C(N1)C1=CC(=CC=C1)COC